2-Ethoxycarbonylbenzophenone C(C)OC(=O)C1=C(C(=O)C2=CC=CC=C2)C=CC=C1